1,2-dimethylimidazolium acetate C(C)(=O)[O-].CN1C(=[NH+]C=C1)C